C1(C(N=NC2=NC3=NC4=CC5=CC=CC=C5C=C4C=C3C=C12)=O)=O tetraaza-pentacenequinone